C(C1=CC=CC=C1)OC(=O)N[C@@H]1CC[C@H](CC1)N1CCN(CC1)C(=O)OC(C)(C)C Tert-butyl 4-(trans-4-(((benzyloxy)carbonyl)amino)cyclohexyl)piperazine-1-carboxylate